2-(3-(1H-benzo[d]imidazol-1-yl)phenoxy)-9-(4-(tert-butyl)pyridin-2-yl)-4-fluoro-9H-carbazole N1(C=NC2=C1C=CC=C2)C=2C=C(OC1=CC=3N(C4=CC=CC=C4C3C(=C1)F)C1=NC=CC(=C1)C(C)(C)C)C=CC2